methyl 3-methyl-2-[3-[3-(4-piperidylmethyl)azetidin-1-yl]isoxazol-5-yl]butanoate CC(C(C(=O)OC)C1=CC(=NO1)N1CC(C1)CC1CCNCC1)C